The molecule is a 5(),6(S)-epoxy-18-hydroxy-(7E,9E,11Z,14Z,16E)-icosapentaenoic acid in which the 18-hydroxy group has S-configuration. It has a role as a human metabolite. It is a conjugate acid of a 5(S),6(S)-epoxy-18(S)-hydroxy-(7E,9E,11Z,14Z,16E)-icosapentaenoate. CC[C@@H](/C=C/C=C\\C/C=C\\C=C\\C=C\\[C@H]1[C@@H](O1)CCCC(=O)O)O